ClC=1C=NN(C1CC1N(C(C2=CC=CC=C12)=O)CC=1C=NC(=CC1)OC)C 3-((4-chloro-1-methyl-1H-pyrazol-5-yl)methyl)-2-((6-methoxypyridin-3-yl)methyl)isoindolin-1-one